N-[8-(diphenylmethyleneamino)-6-(4-ethyl-3-pyridyl)-2,7-naphthyridin-3-yl]amine C1(=CC=CC=C1)C(C1=CC=CC=C1)=NC=1N=C(C=C2C=C(N=CC12)N)C=1C=NC=CC1CC